tert-butyl 2-[4-[1-(2,6-dioxo-3-piperidyl)-3-methyl-2-oxo-benzimidazol-5-yl]-2-oxo-piperazin-1-yl]acetate O=C1NC(CCC1N1C(N(C2=C1C=CC(=C2)N2CC(N(CC2)CC(=O)OC(C)(C)C)=O)C)=O)=O